NC1=C2C(=NC=N1)N(N=C2C2=CC=C(C=C2)OC2=C(C=CC=C2)F)[C@H]2CN(CCC2)C(=O)C(C#N)=CC2CC2 (R)-2-(3-(4-amino-3-(4-(2-fluorophenoxy)phenyl)-1H-pyrazolo[3,4-d]pyrimidin-1-yl)piperidine-1-carbonyl)-3-cyclopropylacrylonitrile